6-chloro-3-iodo-1H-pyrrolo[3,2-c]Pyridine ClC1=CC2=C(C=N1)C(=CN2)I